C1(CCC1)C1=CC(=C(C(=O)N2CCC(CC2)C2=CC=C(C#N)C=C2)C=C1C1=NN(C(N1)CC)C)C 4-(1-(4-Cyclobutyl-5-(5-ethyl-N-methyl-4H-1,2,4-triazol-3-yl)-2-methylbenzoyl)piperidin-4-yl)benzonitrile